FC1=C(C=CC(=C1)OC=1SC=C(N1)C=1OC(=NN1)C(C)C)NC1=NC=NC2=CC(=C(C=C12)NC1CCN(CC1)C(C=C)=O)OC 1-(4-((4-((2-fluoro-4-((4-(5-isopropyl-1,3,4-oxadiazol-2-yl)thiazol-2-yl)oxy)phenyl)amino)-7-methoxyquinazolin-6-yl)amino)piperidin-1-yl)prop-2-en-1-one